C1(CCC1)[C@H](C=1C=C(C=CC1)N1C(C2=C(C(=C1)C(F)(F)F)C=CN2COCC[Si](C)(C)C)=O)C2=NN=CN2C 6-{3-[(R)-cyclobutyl(4-methyl-4H-1,2,4-triazol-3-yl)methyl]phenyl}-4-(trifluoromethyl)-1-{[2-(trimethylsilyl)ethoxy]methyl}-1,6-dihydro-7H-pyrrolo[2,3-c]pyridin-7-one